1-(1,3-oxazol-2-yl)methylamine, hydrochloride Cl.O1C(=NC=C1)CN